COC(C1=C(C=C(C=C1)Br)N1CCN(CC1)CC=1SC2=C(N1)C=CC=C2)=O 2-(4-(benzo[d]thiazol-2-ylmethyl)piperazin-1-yl)-4-bromobenzoic acid methyl ester